C(C)(C)N1N(C(C2=CC(=C3C(=C12)C=CC=C3)OC)=O)C 1-isopropyl-5-methoxy-2-methyl-1H-benzo[g]indazol-3(2H)-one